C(C)O[Si](OCC)(OCC)CCCNC([O-])=O N-(triethoxysilyl-propyl)-carbamate